NC(CCN(NC([C@H](C(C)(C)C)NC(=O)C=1NC2=CC=CC(=C2C1)OC)=O)C(C(F)Cl)=O)=O N-((2S)-1-(2-(3-amino-3-oxopropyl)-2-(2-chloro-2-fluoroacetyl)hydrazinyl)-3,3-dimethyl-1-oxobutane-2-yl)-4-methoxy-1H-indole-2-carboxamide